C1(CCCCC1)C[C@@H](C(=O)NC(CO)CC1C(NC2(C1)CCCCC2)=O)NC(OC(CC2=CC(=CC=C2)Cl)C2=CC(=CC=C2)Cl)=O.C(=O)(O)CNCCN N-carboxymethyl ethylenediamine 1,2-bis(3-chlorophenyl)ethyl ((2S)-3-cyclohexyl-1-((1-hydroxy-3-(2-oxo-1-azaspiro[4.5]decan-3-yl)propan-2-yl)amino)-1-oxopropan-2-yl)carbamate